ClC1=C2C(=CN=C1)NC(=C2)C(=O)NC2CC[Si]1(CC2)CCCCC1 4-chloro-N-(6-silaspiro[5.5]undecan-3-yl)-1H-pyrrolo[2,3-c]pyridine-2-carboxamide